(4S,5R)-4-ethynyl-2,2-dimethyl-5-((E)-oct-1-en-1-yl)-1,3-dioxolane C(#C)[C@@H]1OC(O[C@@H]1\C=C\CCCCCC)(C)C